2,3-dihydrobenzo[b]thiophen-3-one S1C2=C(C(C1)=O)C=CC=C2